The molecule is an omega-aminoaldehyde that is butanal in which one of the hydrogens of the terminal methyl group has been replaced by an amino group. It has a role as an Escherichia coli metabolite and a mouse metabolite. It is an omega-aminoaldehyde and an aminobutanal. It is a conjugate base of a 4-ammoniobutanal. C(CC=O)CN